N[C@@H](CC1=CC=CC=C1)C(=O)O.[NH4+] ammonium phenylalanine